ClC1=CC(=C(N=N1)OC1=C(C=C(C=C1)F)C)C(=O)O 6-chloro-3-(4-fluoro-2-methyl-phenoxy)pyridazine-4-carboxylic acid